N-(2-((1R,5S)-3-(8-fluoro-7-(3-hydroxynaphthalen-1-yl)-2-((tetrahydro-1H-pyrrolizin-7a(5H)-yl)methoxy)quinazolin-4-yl)-3,8-diazabicyclo[3.2.1]octan-8-yl)ethyl)methanesulfonamide FC=1C(=CC=C2C(=NC(=NC12)OCC12CCCN2CCC1)N1C[C@H]2CC[C@@H](C1)N2CCNS(=O)(=O)C)C2=CC(=CC1=CC=CC=C21)O